N-[4-(hydroxymethyl)phenyl]acetamide CC(=O)NC1=CC=C(C=C1)CO